dinitrotoluene sodium [Na].[N+](=O)([O-])C(C1=CC=CC=C1)[N+](=O)[O-]